C(C)C(CC(=O)NC(C(=O)O)CCN(CCCCC1=NC=2NCCCC2C=C1)CCC1=CC=CC=C1)CC 2-(3-ethylpentanoylamino)-4-[2-phenylethyl-[4-(5,6,7,8-tetrahydro-1,8-naphthyridin-2-yl)butyl]amino]butanoic acid